FC1(CC(CC1)CCC1=NC2=C(N1C(=O)N)C=CC=C2N2CC1N(CC2)CCC1)F (2-(3,3-Difluorocyclopentyl)ethyl)-4-(hexahydropyrrolo[1,2-a]pyrazin-2(1H)-yl)-1H-benzo[d]imidazole-1-carboxamide